1-(4-(benzo[b]thiophen-3-yl)pyrimidin-2-yl)-6-methoxy-4-(4-methylpiperazin-1-yl)benzene-1,3-diamine S1C2=C(C(=C1)C1=NC(=NC=C1)C1(CC(=C(C=C1OC)N1CCN(CC1)C)N)N)C=CC=C2